5-methyl-2-[3-(morpholin-4-ylmethyl)phenyl]-6-(trifluoromethyl)pyrimidin-4(3H)-one CC=1C(NC(=NC1C(F)(F)F)C1=CC(=CC=C1)CN1CCOCC1)=O